3-fluoro-4-nitrobenzene Methyl-formate COC=O.FC=1C=CC=CC1[N+](=O)[O-]